CSC=1N(C(N(C(N1)=O)C=1C=CC=C2C=CC=C(C12)CCC(=O)OC(C)(C)C)=O)CC1=C(C=C(C(=C1)F)F)F tert-butyl 3-(8-(4-(methylthio)-2,6-dioxo-3-(2,4,5-trifluorobenzyl)-3,6-dihydro-1,3,5-triazin-1(2H)-yl)naphthalen-1-yl)propanoate